4,6-diisopentyloxy-1,3-benzenedisulfonyl chloride S-ethyl-(1-(benzo[d][1,3]dioxol-5-yl)propan-2-yl)(methyl)carbamothioate C(C)S=C(N(C)C(CC1=CC2=C(OCO2)C=C1)C)O.C(CC(C)C)OC1=C(C=C(C(=C1)OCCC(C)C)S(=O)(=O)Cl)S(=O)(=O)Cl